OC[C@H](CC=1C=NC=CC1)NC1=NC(=NC=C1C(=O)OCC)NC1=CC(=C(C=C1)S(=O)(=O)C)C Ethyl 4-{[(1S)-2-hydroxy-1-(pyridin-3-ylmethyl)ethyl]amino}-2-{[3-methyl-4-(methylsulfonyl)phenyl]amino}pyrimidine-5-carboxylate